CC=1C(CCC=CCCC=CCC1)(C)C trimethylcyclododeca-2,5,9-trien